5-furanyl alcohol O1C=CC=C1O